5,7-dihydroxy-8-methyl-3-(2'-hydroxy-4'-methoxyphenyl)-chromen-4-one OC1=C2C(C(=COC2=C(C(=C1)O)C)C1=C(C=C(C=C1)OC)O)=O